7-Cyclopropoxy-2-(1-methyl-2-oxabicyclo[2.1.1]hex-4-yl)imidazo[1,2-a]pyridine-6-carboxylic acid phenyl ester C1(=CC=CC=C1)OC(=O)C=1C(=CC=2N(C1)C=C(N2)C21COC(C2)(C1)C)OC1CC1